F\C(\C(=O)OCC)=C(\C)/C1=CC=CC=C1 Ethyl (Z)-2-fluoro-3-phenylbut-2-enoate